N'-(2-chloro-5-methyl-4-phenoxyphenyl)-N-ethyl-N-methylimidoformamide t-butyl-(4-(ethylthio)-1-methyl-3-(7-(trifluoromethyl)imidazo[1,2-a]pyridin-2-yl)-1H-pyrazol-5-yl)carbamate C(C)(C)(C)N(C(O)=O)C1=C(C(=NN1C)C=1N=C2N(C=CC(=C2)C(F)(F)F)C1)SCC.ClC1=C(C=C(C(=C1)OC1=CC=CC=C1)C)N=CN(C)CC